4-Oxa-2,6-heptan-diol CC(COCC(C)O)O